(2S,4R)-1-((S)-2-cyclohexyl-2-(4-cyclopropyl-1H-1,2,3-triazol-1-yl)acetyl)-4-hydroxy-N-((S)-1-(4-(4-methylthiazol-5-yl)phenyl)ethyl)pyrrolidine-2-carboxamide C1(CCCCC1)[C@@H](C(=O)N1[C@@H](C[C@H](C1)O)C(=O)N[C@@H](C)C1=CC=C(C=C1)C1=C(N=CS1)C)N1N=NC(=C1)C1CC1